Sodium [(1,2,3,5,6,7-hexahydro-s-indacen-4-yl)carbamoyl][(1-methyl-1H-pyrazol-4-yl)[2-(oxolan-2-yl)ethyl]sulfamoyl]azanide C1CCC2=C(C=3CCCC3C=C12)NC(=O)[N-]S(N(CCC1OCCC1)C=1C=NN(C1)C)(=O)=O.[Na+]